FC(C1=CC=CC(=N1)NC(=O)C1=CC2=CN(N=C2C=C1O)C1CCOCC1)F N-(6-(difluoromethyl)pyridin-2-yl)-6-hydroxy-2-(tetrahydro-2H-pyran-4-yl)-2H-indazole-5-carboxamide